N-(5-(((5-(tert-butyl)oxazol-2-yl)methyl)thio)thiazol-2-yl)-1-(4-(2,4-dioxotetrahydropyrimidin-1(2H)-yl)benzyl)piperidine-4-carboxamide C(C)(C)(C)C1=CN=C(O1)CSC1=CN=C(S1)NC(=O)C1CCN(CC1)CC1=CC=C(C=C1)N1C(NC(CC1)=O)=O